7-chloro-1-ethyl-6-fluoro-4-oxo-1,4-dihydroquinoline ClC1=C(C=C2C(C=CN(C2=C1)CC)=O)F